2-(4-(4-(benzyloxy)-3-fluoro-5-methoxyphenyl)-6-chloro-3-methyl-2-oxo-2,3-dihydro-1H-benzo[d]imidazol-1-yl)-N-(4-fluorophenyl)acetamide C(C1=CC=CC=C1)OC1=C(C=C(C=C1OC)C1=CC(=CC=2N(C(N(C21)C)=O)CC(=O)NC2=CC=C(C=C2)F)Cl)F